ClC1=C(OC=2C=CC(N(C2)CC2CCOCC2)=O)C(=CC(=C1)N1C(=CC=C1C)C)Cl 5-(2,6-Dichloro-4-(2,5-dimethyl-1H-pyrrol-1-yl)phenoxy)-1-((tetrahydro-2H-pyran-4-yl)methyl)pyridin-2(1H)-one